C(=O)O.C(=O)O.COC1=NC=2N(C=C1NC(=O)N1CCC=3C1=NC=CC3N3C[C@H](NCC3)C)C=C(N2)C (R)-N-(7-methoxy-2-methylimidazo[1,2-a]pyrimidin-6-yl)-4-(3-methylpiperazin-1-yl)-2,3-dihydro-1H-pyrrolo[2,3-b]pyridine-1-carboxamide diformate